N-((5-(hydrazinecarbonyl)pyridin-2-yl)methyl)-N-phenylthiomorpholine-4-carboxamide 1,1-dioxide N(N)C(=O)C=1C=CC(=NC1)CN(C(=O)N1CCS(CC1)(=O)=O)C1=CC=CC=C1